ClC=1C(=NC=CC1)N1N=C(C=C1C1=NC2=C(C(O1)=O)C=C(C=C2C)I)OC 2-[2-(3-chloro-2-pyridyl)-5-methoxy-pyrazol-3-yl]-6-iodo-8-methyl-3,1-benzoxazin-4-one